[N+](=O)([O-])C1=CC=C(C=C1)C1=CC=CC=2N1N=CC2C(=O)N2CCCCC2 (7-(4-nitrophenyl)pyrazolo[1,5-a]pyridin-3-yl)(piperidin-1-yl)methanone